CN(CCN(C1=C(C=C(C(=C1)OCC)NC1=NC=NC(=C1)N1CC(C2=NC(=C(C=C21)C)C)(C)C)[N+](=O)[O-])C)C N1-[2-(dimethylamino)ethyl]-5-ethoxy-N1-methyl-2-nitro-N4-(6-(3,3,5,6-tetramethyl-2,3-dihydro-1H-pyrrolo[3,2-b]pyridin-1-yl)pyrimidin-4-yl)benzene-1,4-diamine